O1CCN(CC1)CCSC[C@@H]([C@@H](CSCCN1CCOCC1)O)O (2r,3s)-1,4-bis(2-morpholinoethyl-thio)butane-2,3-diol